NC1=NC=CC=C1C1=NC=2C(=NC(=CC2)C2=CC=CC=C2)N1C1=CC=C(CNC(C2=CC=C(C=C2)N2N=C(C=C2OC)C)=O)C=C1 N-(4-(2-(2-aminopyridin-3-yl)-5-phenyl-3H-imidazo[4,5-b]pyridin-3-yl)benzyl)-4-(5-methoxy-3-methyl-1H-pyrazol-1-yl)benzamide